1-p-tolylpropan C1(=CC=C(C=C1)CCC)C